2-[[(1R)-1-[3,6-dimethyl-2-[6-(1-methylpyrazol-4-yl)-3-pyridyl]-4-oxo-chromen-8-yl]ethyl]amino]benzoic acid CC1=C(OC2=C(C=C(C=C2C1=O)C)[C@@H](C)NC1=C(C(=O)O)C=CC=C1)C=1C=NC(=CC1)C=1C=NN(C1)C